N-(2,6-dichlorobenzyl)-4-(5-methyl-2-((1-methyl-1H-pyrazol-5-yl)amino)pyrimidin-4-yl)oxazole-2-carboxamide ClC1=C(CNC(=O)C=2OC=C(N2)C2=NC(=NC=C2C)NC2=CC=NN2C)C(=CC=C1)Cl